BrC=1C=C2C(=NC1)N(C(N2CC2=NOC(=C2)C)=O)C 6-bromo-3-methyl-1-((5-methylisoxazol-3-yl)methyl)-1,3-dihydro-2H-imidazo[4,5-B]pyridin-2-one